P(O)(O)O.P(O)(O)O.C(CCCCCCCC)C1=C(C=CC=C1)C(O)(C(CO)(CO)CO)C1=C(C=CC=C1)CCCCCCCCC di(nonylphenyl)pentaerythritol bisphosphite